chloro-5-(3,5-dimethyl-2,6-dioxo-4-thioxo-1,3,5-triazin-1-yl)benzoic acid ClC1=C(C(=O)O)C=C(C=C1)N1C(N(C(N(C1=O)C)=S)C)=O